(S)-(1-ethoxypropan-2-yl)carbamic acid tert-butyl ester C(C)(C)(C)OC(N[C@H](COCC)C)=O